3-(cyclohexylmethyl)-6-methoxy-2,3-dihydropyrrolo[2,1-b]quinazolin-9(1H)-one C1(CCCCC1)CC1CCN2C1=NC=1C=C(C=CC1C2=O)OC